FC(C(=O)O)(F)F.FC(C)(S(=O)(=O)C1=CC(=CC=C1)F)C1N(CCCC1)C(=O)NC1=CN=NC=C1 (1-fluoro-1-((3-fluorophenyl)sulfonyl)ethyl)-N-(pyridazin-4-yl)piperidine-1-carboxamide trifluoroacetate